(3,4-dihydroxyphenyl)-1'-methyl-3'-(3,4,5-trifluorobenzoyl)spiro[indoline-3,2'-pyrrolidin]-2-one OC=1C=C(C=CC1O)C1(C2(N(CC1)C)C(NC1=CC=CC=C12)=O)C(C1=CC(=C(C(=C1)F)F)F)=O